F[C@@H]1CN(C[C@H]1OS(=O)(=O)C)C(=O)OC(C)(C)C Tert-butyl (3R,4R)-3-fluoro-4-((methylsulfonyl)oxy)pyrrolidine-1-carboxylate